C(C)OC1=C2C=CN(C(C2=CN=C1)=O)CC=1N=C2N(C=C(C=C2)C)C1 5-ethoxy-2-((6-methylimidazo[1,2-a]pyridin-2-yl)methyl)-2,7-naphthyridin-1(2H)-one